CC1(OC2=CC(=CC(=C2C2C1CCC(=C2)C)CCCCC)O)C 6,6,9-Trimethyl-1-pentyl-6a,7,8,10a-tetrahydro-6h-benzo[c]chromen-3-ol